P(=O)(OCC(Cl)(Cl)Cl)([O-])F.[Na+] sodium (2,2,2-trichloroethyl) monofluorophosphate